4-((tert-butoxycarbonyl)amino)-3-hydroxybutanoic acid C(C)(C)(C)OC(=O)NCC(CC(=O)O)O